3-[2-[(2,2-difluoro-1,3-benzodioxol-5-yl)oxy]-3-fluoro-4-pyridyl]-1,3-diazaspiro[4.5]decane-2,4-dione FC1(OC2=C(O1)C=CC(=C2)OC2=NC=CC(=C2F)N2C(NC1(C2=O)CCCCC1)=O)F